2-(4-chloro-1-isopropyl-1H-pyrazol-5-yl)-4-(4-(3-(dimethylamino)pyridin-2-yl)benzyl)-6,7-dihydropyrazolo[1,5-a]pyrimidin-5(4H)-one ClC=1C=NN(C1C1=NN2C(N(C(CC2)=O)CC2=CC=C(C=C2)C2=NC=CC=C2N(C)C)=C1)C(C)C